NCCC[Si](OCC)(OCC)C aminopropylmethyl-diethoxysilane